FC1=CC=C2CN(C(C2=C1OC(F)(F)F)=O)C1C(NC(CC1)=O)=O 3-(6-fluoro-1-oxo-7-(trifluoromethoxy)isoindolin-2-yl)piperidine-2,6-dione